C(C1=CC=CC=C1)N(C(C=O)C)CC1=CC=CC=C1 2-(dibenzylamino)propionaldehyde